3-bromo-4,5-difluorobenzaldehyde BrC=1C=C(C=O)C=C(C1F)F